2-(1-(3-amino-6-(2-hydroxyphenyl)pyridazin-4-yl)piperidin-4-ylidene)acetic acid NC=1N=NC(=CC1N1CCC(CC1)=CC(=O)O)C1=C(C=CC=C1)O